CCCCCCC(CCCCCCCCCCC(=O)OCC(CO)O)O Glycerol MonoHydroxyStearate